7-[(3S,5R)-3-amino-5-methyl-piperidin-1-yl]-1-cyclopropyl-8-methoxy-4-oxo-1,4-dihydro-quinoline-3-carboxylic acid N[C@@H]1CN(C[C@@H](C1)C)C1=CC=C2C(C(=CN(C2=C1OC)C1CC1)C(=O)O)=O